N-[(1-amino-7-isoquinolinyl)methyl]-2,5-dichloro-pyridine-3-carboxamide NC1=NC=CC2=CC=C(C=C12)CNC(=O)C=1C(=NC=C(C1)Cl)Cl